1-methyl-6,7-dichloroquinoxalin-2(1H)-one CN1C(C=NC2=CC(=C(C=C12)Cl)Cl)=O